N1C(=NC2=C1C=CC=C2)CNC2=NN(C1=NC(=CN=C12)C1CC1)CC1(CCCC1)O 1-[(3-{[(1H-benzimidazol-2-yl)methyl]amino}-6-cyclopropyl-1H-pyrazolo[3,4-b]pyrazin-1-yl)methyl]cyclopentan-1-ol